1-bromo-2,3-dichloro-4-iodobenzene BrC1=C(C(=C(C=C1)I)Cl)Cl